ClC=1C2=C(N=CN1)N(C1=C2C=2C(C(CC1)=O)=C(ON2)C2CC2)C2(CC2)C 11-chloro-3-cyclopropyl-7-(1-methylcyclopropyl)-6,7-dihydroisoxazolo[4'',3'':6',7']cyclohepta[1',2':4,5]pyrrolo[2,3-d]pyrimidin-4(5H)-one